2-(2-(4-(dimethylamino)benzylidene)-3-oxo-2,3-dihydro-1H-indene-1-ylidene)malononitrile CN(C1=CC=C(C=C2C(C3=CC=CC=C3C2=O)=C(C#N)C#N)C=C1)C